C(C(C)(C)C)OC(C(CC(=O)OCC(C)(C)C)(C)C)=O 2,2-dimethylsuccinic acid dineopentyl ester